4-(4-(2,4-difluorobenzyloxy)-3-bromo-6-methyl-2-oxopyridin-1(2H)-yl)-N-(2-aminoethyl)benzamide FC1=C(COC2=C(C(N(C(=C2)C)C2=CC=C(C(=O)NCCN)C=C2)=O)Br)C=CC(=C1)F